5-((5-((5-Bromo-2-nitrophenyl)amino)-4-methylpentyl)oxy)-1-methyl-1H-pyridine BrC=1C=CC(=C(C1)NCC(CCCOC=1C=CCN(C1)C)C)[N+](=O)[O-]